2,3,4,6-tetrakis(3-methyl-9H-carbazol-9-yl)-5-(1-phenyl-1H-benzo[d]imidazol-2-yl)benzonitrile CC=1C=CC=2N(C3=CC=CC=C3C2C1)C1=C(C#N)C(=C(C(=C1N1C2=CC=CC=C2C=2C=C(C=CC12)C)N1C2=CC=CC=C2C=2C=C(C=CC12)C)C1=NC2=C(N1C1=CC=CC=C1)C=CC=C2)N2C1=CC=CC=C1C=1C=C(C=CC21)C